2-(5-Bromo-3-fluoro-2-methoxyphenyl)ethan-1-ol methyl-4-amino-3-chloro-6-[1-(2,2-dimethylpropanoyl)-7-fluoro-1H-indol-6-yl]-5-fluoropyridine-2-carboxylate CN1C(C(=C(C(=C1C1=CC=C2C=CN(C2=C1F)C(C(C)(C)C)=O)F)N)Cl)C(=O)OCCC1=C(C(=CC(=C1)Br)F)OC